(R)-2-((1-(2-(4-(3-(dimethylamino)azetidin-1-yl)phenyl)-3,6-dimethyl-4-oxo-4H-chromen-8-yl)ethyl)amino)benzoic acid CN(C1CN(C1)C1=CC=C(C=C1)C=1OC2=C(C=C(C=C2C(C1C)=O)C)[C@@H](C)NC1=C(C(=O)O)C=CC=C1)C